FC(C(C(F)(F)C=C)(F)F)(C(F)(F)F)F nonafluorobutylethene